FC1=CC=2C(N3C(=NC2C=C1N1CCN(CC1)C)/C(/CC3)=C/C3=CC=C(C=C3)C(F)(F)F)=O (E)-7-fluoro-6-(4-methylpiperazin-1-yl)-3-(4-(trifluoromethyl)benzylidene)-2,3-dihydropyrrolo[2,1-b]quinazolin-9(1H)-one